6-(2,6-dichloro-3,5-dimethoxyphenyl)-8-(1-methyl-1H-pyrazol-4-yl)-2-(methylthio)pyrido[3,4-d]pyrimidine ClC1=C(C(=C(C=C1OC)OC)Cl)C1=CC2=C(N=C(N=C2)SC)C(=N1)C=1C=NN(C1)C